2-(4-fluorobenzyl)-1,2-oxazinan-3-one FC1=CC=C(CN2OCCCC2=O)C=C1